1-(hexahydropyrrolo[3,4-c]pyrrol-2(1H)-yl)propan-1-one C1N(CC2C1CNC2)C(CC)=O